C(C)(C)(C)OC(=O)N1CC=2N(CC1)C(=NC2)C=C.BrC2=C(C=C1C(=NC(=NC1=C2F)Cl)N2CC=1N(CC2)C(=NC1)C=C)Cl 7-bromo-2,6-dichloro-8-fluoro-4-(3-vinyl-5,6-dihydroimidazo[1,5-a]pyrazin-7(8H)-yl)quinazoline tert-butyl-3-vinyl-5,6-dihydroimidazo[1,5-a]pyrazine-7(8H)-carboxylate